N-(4-Fluorobenzyl)-6'-fluoro-4'-oxo-8-azaspiro[bicyclo[3.2.1]octane-3,2'-chromane]-8-carboxamide FC1=CC=C(CNC(=O)N2C3CC4(OC5=CC=C(C=C5C(C4)=O)F)CC2CC3)C=C1